3-(4,6-difluoro-1-oxo-5-(1-((4-(trifluoromethyl)thiazol-2-yl)methyl)piperidin-4-yl)isoindolin-2-yl)piperidine-2,6-dione FC1=C2CN(C(C2=CC(=C1C1CCN(CC1)CC=1SC=C(N1)C(F)(F)F)F)=O)C1C(NC(CC1)=O)=O